2-(β-D-glucopyranosyl)-5-methyl-1,3,4-oxadiazole [C@@H]1([C@H](O)[C@@H](O)[C@H](O)[C@H](O1)CO)C=1OC(=NN1)C